2,6-Difluoro-4-[5-(4-fluorophenyl)-3-methyl-6-tetrahydropyran-4-yl-1H-pyrrolo[2,3-f]indazol-7-yl]phenol FC1=C(C(=CC(=C1)C1=C(N(C=2C=C3C(=NNC3=CC21)C)C2=CC=C(C=C2)F)C2CCOCC2)F)O